2-methylpropan-2-en-1-one CC(C=O)=C